OC1C(C=C(C(=C1)C(C)(C)C)O)(O)C(C)(C)C 2,5-dihydroxy-1,4-di-tert-butylphenol